CC=1SC(=C(N1)C)C=1C=CC(=C(C1)CCC(=O)N)O 3-(5-(2,4-dimethyl-1,3-thiazol-5-yl)-2-hydroxyphenyl)propionamide